N-[2-amino-5-(4-fluorophenyl)phenyl]-4-[(4-cyclopropyl-3-pyridyl)sulfonimidoyl]benzamide NC1=C(C=C(C=C1)C1=CC=C(C=C1)F)NC(C1=CC=C(C=C1)S(=O)(=N)C=1C=NC=CC1C1CC1)=O